N1=NC(=CC=C1)N Pyridazineamine